N1=C(C=CC=C1C1=C(C=CC=C1)C=1C(=C(C=C(C1)F)C12CC3(CC(CC(C1)(C3)C)(C2)C)C)[O-])C2=C(C=CC=C2)C=2C(=C(C=C(C2)F)C23CC1(CC(CC(C2)(C1)C)(C3)C)C)[O-].C[Hf+2]C Dimethylhafnium [2',2'''-(pyridine-2,6-diyl)bis(5-fluoro-3-((3r,5r,7r)-3,5,7-trimethyladamantan-1-yl)-[1,1'-biphenyl]-2-olate)]